[NH+]1(CCOCC1)[2H] morpholinium-d